2,6-Dichloro-N-methoxy-N-methylpyridine-4-carboxamide ClC1=NC(=CC(=C1)C(=O)N(C)OC)Cl